C(C)OC1=C(C=C(C=C1)S(=O)(=O)N1CC(C1)CNC(OC(C)(C)C)=O)C1=NN2C(C(N1)=O)=C(N=C2CCC)C tert-butyl ((1-((4-ethoxy-3-(5-methyl-4-oxo-7-propyl-3,4-dihydro imidazo[5,1-f][1,2,4]triazin-2-yl)phenyl)sulfonyl)azetidin-3-yl)methyl)carbamate